O1C(=CC2=C1C=CC=C2)C2=C1N=CC(=NC1=CC(=C2)C)C(=O)N(C)OC 5-(benzofuran-2-yl)-N-methoxy-N,7-dimethylquinoxaline-2-carboxamide